thiol-caproic acid S1C(=CC=C1)CCCCCC(=O)O